N-(4-amino-3,4-dioxo-1-phenylbutan-2-yl)-4-(2,5-dichlorofuran-3-yl)-2-methyloxazole-5-carboxamide NC(C(C(CC1=CC=CC=C1)NC(=O)C1=C(N=C(O1)C)C1=C(OC(=C1)Cl)Cl)=O)=O